ClC=1C=C(C=CC1OC)[C@@H]1CC[C@H](CC1)CN(C(=O)[C@@H]1CC[C@H](CC1)C(=O)O)C1=CC(=CC=C1)C1=CN=C(S1)C1CC1 trans-4-(((trans-4-(3-Chloro-4-methoxyphenyl)cyclohexyl)methyl)(3-(2-cyclopropylthiazol-5-yl)phenyl)carbamoyl)cyclohexanecarboxylic acid